ClC1=NC=C(C(=C1)C1=C(C=NC(=C1)C)C(=O)NC=1SC(=NN1)C1CCC(CC1)O)OC 2'-chloro-N-(5-((1r,4r)-4-hydroxycyclohexyl)-1,3,4-thiadiazol-2-yl)-5'-methoxy-6-methyl-(4,4'-bipyridine)-3-carboxamide